FC(CN1N=CC=2C1=NC(=CN2)N2CC1CC(C2)C12CN(C(C2)=O)C=2C=NC(=CC2)C(F)(F)F)F 3-(1-(2,2-difluoroethyl)-1H-pyrazolo[3,4-b]pyrazin-6-yl)-1'-(6-(trifluoromethyl)pyridin-3-yl)-3-azaspiro[bicyclo[3.1.1]heptane-6,3'-pyrrolidin]-5'-one